CC1([C@@H]2CC/C(=C(\\[C@H]3[C@H]([C@@H]([C@H]([C@H](O3)OC)O)O)O)/O[C@H]4[C@@H]([C@H]([C@H](CO4)O)O)O)/[C@H]1C2)C The molecule is a monoterpene glycoside with formula C21H34O10, originally isolated from the roots of Paeonia lactiflora. It has a role as a plant metabolite. It is a monoterpene glycoside and a disaccharide derivative. It derives from a beta-pinene.